5-{2-[(3-methyl-4-phenylphenyl)oxy]-5-[(2-nitrophenyl)amino]phenyl}-1H-pyrrole-2-carboxylic acid methyl ester COC(=O)C=1NC(=CC1)C1=C(C=CC(=C1)NC1=C(C=CC=C1)[N+](=O)[O-])OC1=CC(=C(C=C1)C1=CC=CC=C1)C